1-(3,4-dichlorophenyl)-3-(pyrazin-2-yl)quinazoline-2,4(1H,3H)-dione ClC=1C=C(C=CC1Cl)N1C(N(C(C2=CC=CC=C12)=O)C1=NC=CN=C1)=O